N1=C(C=C1)C(=O)[O-].[NH4+] Ammonium azetat